N-benzyl-5-(2-ethoxyethoxy)valeramide C(C1=CC=CC=C1)NC(CCCCOCCOCC)=O